4-(Difluoromethoxy)-3-methoxybenzaldehyde FC(OC1=C(C=C(C=O)C=C1)OC)F